6-chloro-2-(trifluoromethyl)imidazo[1,2-b]Pyridazine ClC=1C=CC=2N(N1)C=C(N2)C(F)(F)F